ClC1=CC=C(C=C1)C(N1CC(C1)N(S(=O)(=O)C)C1=CC(=CC(=C1)F)F)C1=CC=C(C=C1)Cl (±)-N-{1-[bis(4-chlorophenyl)methyl]-3-azetidinyl}-N-(3,5-difluorophenyl)methanesulfonamide